FC1=CC=C(C=N1)C1=NN2C=NC=3C=CC=CC3C2=N1 2-(6-fluoropyridin-3-yl)[1,2,4]triazolo[1,5-c]quinazolin